(3R)-3-amino-5-[(4-chlorophenyl)methyl]-7-[5-(9,9-difluoro-3-oxa-7-azabicyclo[3.3.1]nonan-7-yl)-1,3,4-oxadiazol-2-yl]-8-fluoro-1,1-dioxo-2,3-dihydro-1λ6,5-benzothiazepin-4-one N[C@H]1CS(C2=C(N(C1=O)CC1=CC=C(C=C1)Cl)C=C(C(=C2)F)C=2OC(=NN2)N2CC1COCC(C2)C1(F)F)(=O)=O